methyl 1-(p-methoxybenzyl)-3-(2-methoxyvinyl)-3a,7a-dihydro-1H-7-azaindole-4-carboxylate COC1=CC=C(CN2C=C(C3C(=CC=NC23)C(=O)OC)C=COC)C=C1